BrCC1CN(CN1C)CCN(C)C (Z)-5-(bromomethyl)-3-(2-(dimethylamino)ethyl)-1-methylimidazoline